NC=1N=CC(=C2C1N(N=C2)C)NC(=O)C(=O)N([C@H](C)C2=CC=C(C=C2)C(C(F)(F)F)(F)F)C N-(7-amino-1-methyl-pyrazolo[3,4-c]pyridin-4-yl)-N'-methyl-N'-[(1R)-1-[4-(1,1,2,2,2-pentafluoroethyl)phenyl]ethyl]oxamide